N-(2-(4-(4-acetylpiperazine-1-yl)piperidine-1-yl)-5-((6-((R)-3-(3,5-difluorophenyl)-isoxazolidine-2-yl)pyrimidine-4-yl)amino)-4-methoxyphenyl)acrylamide C(C)(=O)N1CCN(CC1)C1CCN(CC1)C1=C(C=C(C(=C1)OC)NC1=NC=NC(=C1)N1OCC[C@@H]1C1=CC(=CC(=C1)F)F)NC(C=C)=O